ClC1=C(C=NC=C1C1=C(C(=CC=C1)C1=NC(=C(C=C1)CN1CC2(C1)CNC(C2)=O)OC)Cl)C2=NC(=C(C=C2)CN2CC1(C2)CNC(C1)=O)OC 2-((4'-Chloro-5'-(2-chloro-3-(6-methoxy-5-((7-oxo-2,6-diazaspiro[3.4]octan-2-yl)methyl)pyridin-2-yl)phenyl)-6-methoxy-[2,3'-bipyridin]-5-yl)methyl)-2,6-diazaspiro[3.4]octan-7-one